(S)-(5-methyl-7-(methyl-(pyridin-4-ylmethyl)carbamoyl)-4-oxo-2,3,4,5-tetrahydrobenzo[b][1,4]oxazepin-3-yl)carbamic acid tert-butyl ester C(C)(C)(C)OC(N[C@@H]1C(N(C2=C(OC1)C=CC(=C2)C(N(CC2=CC=NC=C2)C)=O)C)=O)=O